4-(3-(2,6-dimethyl-4-(3-(4-methylpiperazin-1-yl)propanamido)phenoxy)-5-methylphenyl)-N-ethyl-6-methyl-7-oxo-6,7-dihydro-1H-pyrrolo[2,3-c]pyridine-2-carboxamide CC1=C(OC=2C=C(C=C(C2)C)C=2C3=C(C(N(C2)C)=O)NC(=C3)C(=O)NCC)C(=CC(=C1)NC(CCN1CCN(CC1)C)=O)C